N1(CCC1)CC1=CC(=C(C=C1)N1C=NC(=C1)C1=NC(=NC=C1C(F)(F)F)N[C@@H]1[C@@H](CN(CC1)S(=O)(=O)C)C)Cl 4-(1-(4-(Azetidin-1-ylmethyl)-2-chloro-phenyl)-1H-imidazol-4-yl)-N-((3R,4S)-3-methyl-1-(methyl-sulfonyl)piperidin-4-yl)-5-(trifluoro-methyl)pyrimidin-2-amine